FC1=C(C=C2C=NN(C2=C1)C)[N+](=O)[O-] 6-fluoro-1-methyl-5-nitro-1H-indazole